2-Methyl-5-(methylsulfonyl)benzoic acid CC1=C(C(=O)O)C=C(C=C1)S(=O)(=O)C